(2-fluoropropane-2-yl)isoOxazole-3-carboxylic acid ethyl ester C(C)OC(=O)C1=NOC=C1C(C)(C)F